1-Tert-butyl N-[[4-[[[2-(2,6-dioxo-3-piperidyl)-1,3-dioxo-isoindolin-4-yl]amino] methyl] phenyl] methyl]-N-methyl-carbamate O=C1NC(CCC1N1C(C2=CC=CC(=C2C1=O)NCC1=CC=C(C=C1)CN(C(OC(C)(C)C)=O)C)=O)=O